(S)-tert-Butyl(3-cyclohexyl-1-hydrazinyl-1-oxo-propan-2-yl)(methyl)carbamate C(C)(C)(C)OC(N(C)[C@H](C(=O)NN)CC1CCCCC1)=O